[Si](C)(C)(C(C)(C)C)OC(C)(C)C1=CC(=CN=N1)N 6-(2-((tert-Butyldimethylsilyl)oxy)propan-2-yl)pyridazin-4-amine